COC=1C=CC=2C3=C(C(N(C2C1)C=1C(=NC=CC1)C)=O)N=C(N3C)CC3=CC=C(C=C3)OC 7-methoxy-2-(4-methoxybenzyl)-1-methyl-5-(2-methylpyridin-3-yl)-1,5-dihydro-4H-imidazo[4,5-c]quinolin-4-one